Tert-Butyl 2-Chloro-4-Methyl-6-(Trifluoromethyl)Nicotinate ClC1=C(C(=O)OC(C)(C)C)C(=CC(=N1)C(F)(F)F)C